FC1=CC=C(C=C1)C(C)NC(=O)C=1C(N(C2=NC=C(C=C2C1)C1=CC=C(C=C1)OC)CCN1CCOCC1)=O N-(1-(4-fluorophenyl)ethyl)-6-(4-methoxyphenyl)-1-(2-morpholinoethyl)-2-oxo-1,2-dihydro-1,8-naphthyridine-3-carboxamide